CN(C1=CC=C2C=CC(OC2=C1)=O)C 7-(dimethylamino)coumarin